O1C\C(\CC1)=C\C1=C2C=C(N=CC2=C(N=C1)NC)NC(=O)C1CC1 (E)-N-(5-((dihydrofuran-3(2H)-ylidene)methyl)-8-(methylamino)-2,7-naphthyridin-3-yl)cyclopropanecarboxamide